CC1(COC2=C1C=CC(=C2)NC(CC2=NC=C1C=CC(=NC1=C2)C2=NC(=CC=C2)N2C[C@@H](O[C@@H](C2)C)C)=O)C N-(3,3-dimethyl-2,3-dihydrobenzofuran-6-yl)-2-(2-(6-((cis)-2,6-dimethylmorpholino)pyridin-2-yl)-1,6-naphthyridin-7-yl)acetamide